6-[6-methoxy-5-({1-[3-(tri-fluoromethyl)phenyl]ethyl}-carbamoyl)pyridin-3-yl]-N-methyl-1H-indazole-3-carboxamide COC1=C(C=C(C=N1)C1=CC=C2C(=NNC2=C1)C(=O)NC)C(NC(C)C1=CC(=CC=C1)C(F)(F)F)=O